O[C@@H]1C[C@@H](CCCC1)NC1=NC(=NC=C1C(=O)N)NC(C)(C)CC 4-((1R,3S)-3-hydroxycycloheptylamino)-2-(tert-pentylamino)pyrimidine-5-carboxamide